1-(piperidin-1-yl)ethanone N1(CCCCC1)C(C)=O